CC(CCN1CCC2(CCN(CC2)C(=O)C=2C(=NN(C2F)C)C2=NOC(=C2)C)CC1)(C)C (9-(3,3-Dimethylbutyl)-3,9-diazaspiro[5.5]undecan-3-yl)(5-fluoro-1-methyl-3-(5-methylisoxazol-3-yl)-1H-pyrazol-4-yl)methanone